N1C=NC=2N=CN=CC21 imidazo(4,5-d)pyrimidine